C(C)(C)OC=1C=CC(=NC1)C1=NNC(=N1)NC1=NC=CC=C1C(F)(F)F N-(3-(5-isopropoxypyridin-2-yl)-1H-1,2,4-triazol-5-yl)-3-(trifluoromethyl)pyridin-2-amine